6-((2-((3R,4R)-3-Amino-4-fluoro-1-piperidinyl)-6-(difluoromethoxy)-1H-benzimidazol-1-yl)methyl)-3-pyridincarbonitril N[C@@H]1CN(CC[C@H]1F)C1=NC2=C(N1CC1=CC=C(C=N1)C#N)C=C(C=C2)OC(F)F